4,4-Dimethyloctane CC(CCC)(CCCC)C